FC1=C(C(=CC(=C1C)OC1=CC2=C(N(N=N2)C)C=C1)OC)NC=1C2=C(N=CN1)C=CC(=N2)N2C[C@H](N(CC2)C(C=C)=O)C (R)-1-(4-(4-((2-fluoro-6-methoxy-3-methyl-4-((1-methyl-1H-benzo[d][1,2,3]triazol-5-yl)oxy)phenyl)amino)pyrido[3,2-d]pyrimidin-6-yl)-2-methylpiperazin-1-yl)prop-2-en-1-one